C/C(=C(\C1=CC(=NC=C1)C(F)(F)F)/O[Cu]O\C(=C(/C(=O)C1=CC(=NC=C1)C(F)(F)F)\C)\C1=CC(=NC=C1)C(F)(F)F)/C(C1=CC(=NC=C1)C(F)(F)F)=O bis(((Z)-2-methyl-3-oxo-1,3-bis(2-(trifluoromethyl)pyridin-4-yl)prop-1-en-1-yl)oxy)copper